ClC=1C=C(C=C(C1OC=1C=C2CCN(C(C2=CC1)=O)CC1=CC=C(C=C1)F)Cl)N1NC=CN=C1 2-(3,5-dichloro-4-((2-(4-fluorobenzyl)-1-oxo-1,2,3,4-tetrahydroisoquinolin-6-yl)oxy)phenyl)-1,2,4-triazine